OC1=CC=C(C=C1)/C=C/C(=O)C1=CC=C(C=C1)N1C(CCC1)=O 1-[4-[(E)-3-(4-Hydroxyphenyl)prop-2-enoyl]phenyl]pyrrolidin-2-one